N1=CN=C(C2=C1NC=C2)C2=CN(C=C2)C2(CN(C2)C2CCN(CC2)C(=O)C=2SC=CC2)CC#N {3-[3-(7H-pyrrolo[2,3-d]pyrimidin-4-yl)-1H-pyrrol-1-yl]-1-[1-(2-thienylcarbonyl)piperidin-4-yl]azetidin-3-yl}acetonitrile